C(C1=CC=CC=C1)OC=1C(=CC2=C(C(=C(O2)C)C(=O)NC2C(CN(C2)C(=O)[O-])(F)F)C1)C 4-(5-(benzyloxy)-2,6-dimethylbenzofuran-3-carboxamido)-3,3-difluoropyrrolidine-1-carboxylate